C1=C(C=CC2=CC=CC=C12)C=1[CH-]C=CC1.[CH-]1C=CC=C1.[Fe+2] 2-[2-naphthyl]ferrocene